1-(2-fluoro-6-methoxy-4-methylphenyl)ethan-1-one FC1=C(C(=CC(=C1)C)OC)C(C)=O